(3-cyanopyrrolo[1,2-b]pyridazin-7-yl)-4-(((1R,4R)-4-(1-(difluoromethyl)-1H-pyrazol-3-yl)cyclohexyl)amino)-N-((R)-2-fluoro-3-hydroxy-3-methylbutyl)nicotinamide C(#N)C1=CC=2N(N=C1)C(=CC2)C2=C(C(=O)NC[C@H](C(C)(C)O)F)C(=CC=N2)NC2CCC(CC2)C2=NN(C=C2)C(F)F